2'-O-methyluridin CO[C@H]1[C@@H](O[C@@H]([C@H]1O)CO)N1C(=O)NC(=O)C=C1